BrC1=CC=C(C=C1)N[C@](C(=O)OCC)(C)C#N |r| racemic-ethyl 2-((4-bromophenyl) amino)-2-cyanopropionate